2-(3,5-dichloro-4-(cyclopropylmethoxy)phenyl)acetaldehyde ClC=1C=C(C=C(C1OCC1CC1)Cl)CC=O